(R)-4-chloro-N-(1-cyclopropyl-piperidine-3-yl)phthalazine-1-amine ClC1=NN=C(C2=CC=CC=C12)N[C@H]1CN(CCC1)C1CC1